N[C@H](C(=O)NCC1=C(C(=CC=C1)Cl)F)CC1=CC=CC=C1 (S)-2-amino-N-(3-chloro-2-fluorobenzyl)-3-phenylpropanamide